((perfluorophenoxy)(phenoxy)phosphoryl)-L-alanine cyclohexyl ester C1(CCCCC1)OC([C@@H](NP(=O)(OC1=CC=CC=C1)OC1=C(C(=C(C(=C1F)F)F)F)F)C)=O